3,3-difluoro-2,2-dimethyl-1-((2S,5S)-9-((5-(trifluoromethyl)pyridin-3-yl)ethynyl)-2,3-dihydro-2,5-methanopyrido[3,4-f][1,4]oxazepin-4(5H)-yl)propan-1-one FC(C(C(=O)N1C[C@H]2OC3=C([C@@H]1C2)C=NC=C3C#CC=3C=NC=C(C3)C(F)(F)F)(C)C)F